Tert-butyl N-(1,3-dihydro-2-benzofuran-4-yl)carbamate C1OCC2=C1C=CC=C2NC(OC(C)(C)C)=O